2,3,4,5,6-pentafluorobenzylhydrazine FC1=C(CNN)C(=C(C(=C1F)F)F)F